7,7a,8,9,10,11-hexahydro-6H-dipyrido[3,2-b:1',2'-d][1,4]oxazepine N1=CC=CC=2OCCC3N(C21)CCCC3